FC(C1=CC=C(C=N1)C=N[S@](=O)C(C)(C)C)F (R)-N-((6-(difluoromethyl)pyridin-3-yl)methylene)-2-methylpropan-2-sulfinamide